6-[4-(3-([2-(furan-3-yl)-6-methylthieno[2,3-d]pyrimidin-4-yl]amino)propyl)phenyl]-N,N-dimethylpyridazin-3-amine O1C=C(C=C1)C=1N=C(C2=C(N1)SC(=C2)C)NCCCC2=CC=C(C=C2)C2=CC=C(N=N2)N(C)C